ClC1=C(C(N(C2=CC=C(C=C12)Cl)C)=O)C#N 4,6-dichloro-1-methyl-2-oxo-1,2-dihydroquinoline-3-carbonitrile